((3R)-4-amino-3-methyl-1,3-dihydrofuro[3,4-c][1,7]naphthyridin-8-yl)((3S,5R)-3-methyl-5-(5-(trifluoromethyl)-2-pyridinyl)-4-morpholinyl)methanone NC1=NC=2C=NC(=CC2C2=C1[C@H](OC2)C)C(=O)N2[C@H](COC[C@H]2C2=NC=C(C=C2)C(F)(F)F)C